2-(2-((6-(6-((diethoxyphosphoryl)methyl)-1,2,4,5-tetrazin-3-yl)pyridin-3-yl)amino)-2-oxoethoxy)acetic acid C(C)OP(=O)(OCC)CC1=NN=C(N=N1)C1=CC=C(C=N1)NC(COCC(=O)O)=O